methyl-5-(methyl-d3)-4,5-dihydro-2H-pyrazolo[4,3-c][1,7]naphthyridin-6-amine CN1N=C2C(CN(C3=C(N=CC=C23)N)C([2H])([2H])[2H])=C1